CNS(=O)(=N)C1=NC=CC=C1 N-methylpyridine-2-sulfonimidamide